dihydroxy-3,3'-biphenyl-dicarboxylic acid OC1=C(C(=C(C=C1)C1=CC(=CC=C1)C(=O)O)O)C(=O)O